C1(CCCC1)OC=1C=C(C=CC1C=1NC(C2=C(N1)NN=N2)=O)C2=CC(=C(C=C2)O)C(=O)O 3'-(cyclopentyloxy)-4-hydroxy-4'-(7-oxo-6,7-dihydro-3H-[1,2,3]triazolo[4,5-d]pyrimidin-5-yl)-[1,1'-biphenyl]-3-carboxylic acid